CC1(OB(OC1(C)C)C1=CC=2N(C=C1)N=NC2)C 5-(4,4,5,5-tetramethyl-1,3,2-dioxaborolan-2-yl)-[1,2,3]triazolo[1,5-a]pyridine